R-3-nitroaniline [N+](=O)([O-])C=1C=C(N)C=CC1